C1(CC1)C1=CC=C(OC2CC(C2)NC(OC(C)(C)C)=O)C=C1 tert-butyl ((1r,3r)-3-(4-cyclopropylphenoxy)cyclobutyl)carbamate